3-[(3-ethyloxetan-3-yl)methoxy]pyridine-4-carbonitrile C(C)C1(COC1)COC=1C=NC=CC1C#N